5-[5-Methyl-2-(4-methyl-3-trifluoromethyl-phenylamino)-pyrimidin-4-ylamino]-3H-benzooxazol-2-one trifluoroacetic acid salt FC(C(=O)O)(F)F.CC=1C(=NC(=NC1)NC1=CC(=C(C=C1)C)C(F)(F)F)NC=1C=CC2=C(NC(O2)=O)C1